(S)-1-[2-(Benzo[d]isoxazol-3-yl)-4-methylphenyl]-2-(pyridine-2-yl)ethan-1-amine O1N=C(C2=C1C=CC=C2)C2=C(C=CC(=C2)C)[C@H](CC2=NC=CC=C2)N